5-chloro-2-(1H-tetrazol-1-yl)benzylamine ClC=1C=CC(=C(CN)C1)N1N=NN=C1